ClC1=C(C=C(OCC(=O)N[C@H]2CC[C@@H](NC2)C(=O)NC=2C=NC=C(C2)C(F)(F)F)C=C1)F (2R,5S)-5-[2-(4-chloro-3-fluoro-phenoxy)acetamido]-N-[5-(trifluoro-methyl)pyridin-3-yl]piperidine-2-carboxamide